1-heptadecanoyl-2-nonadecanoyl-glycero-3-phospho-(1'-sn-glycerol) CCCCCCCCCCCCCCCCCCC(=O)O[C@H](COC(=O)CCCCCCCCCCCCCCCC)COP(=O)(O)OC[C@H](CO)O